ClC1=C(C=CC=C1C1=C(C(=NC=C1)C1=CC(=C(C=C1)CN1CC(C1)(C)O)OC)Cl)C1=CC=C(C(=N1)OC)CN1CC2(C1)CNC(C2)=O 2-((6-(2-chloro-3-(3-chloro-2-(4-((3-hydroxy-3-methylazetidin-1-yl)methyl)-3-methoxyphenyl)pyridin-4-yl)phenyl)-2-methoxypyridin-3-yl)methyl)-2,6-diazaspiro[3.4]octan-7-one